FC=1C(=CC(=C(C1)N1C(C=CC2=CC(=CC=C12)S(=O)(=O)NC1=NOC=C1)=O)OC)C1CC(C1)OC(F)(F)F 1-(5-FLUORO-2-METHOXY-4-((1R,3R)-3-(TRIFLUOROMETHOXY)CYCLOBUTYL)PHENYL)-N-(ISOXAZOL-3-YL)-2-OXO-1,2-DIHYDROQUINOLINE-6-SULFONAMIDE